6-((5-Fluoropyridin-2-yl)amino)-N-methoxy-4-((6-methoxy-2-(N-methylmethylsulfonamido)pyridin-3-yl)amino)nicotinamide FC=1C=CC(=NC1)NC1=NC=C(C(=O)NOC)C(=C1)NC=1C(=NC(=CC1)OC)N(S(=O)(=O)C)C